C(C)(=O)C1=NN(C=2C=C3C(=CC12)C1=C(OC3)C=C(N=C1)C)CC(=O)N1[C@@H]3C[C@@]3(C[C@H]1C(=O)NC1=NC(=CC=C1C)Br)C (1R,3S,5R)-2-(2-(10-acetyl-3-methylpyrido[3',4':5,6]pyrano[4,3-f]indazol-8(6H)-yl)acetyl)-N-(6-bromo-3-methylpyridin-2-yl)-5-methyl-2-azabicyclo[3.1.0]hexane-3-carboxamide